F\C(=C/C=1C=C(C=NC1C)C(=O)N[C@@H]1[C@H](CCCC1)O)\C=1C=NC=C(C1)N1CCOCC1 5-((Z)-2-fluoro-2-[5-(morpholin-4-yl)pyridin-3-yl]ethenyl)-N-[(1S,2S)-2-hydroxycyclohexyl]-6-methylpyridine-3-carboxamide